FC=1C(=CC(=C2C=C(NC12)C(=O)OC)[C@H]1CN(CC1)C)C1=CCCN(C1)C(CCN1N=NC=C1)=O methyl 7-fluoro-4-[(3S)-1-methylpyrrolidin-3-yl]-6-[1-[3-(triazol-1-yl)propanoyl]-3,6-dihydro-2H-pyridin-5-yl]-1H-indole-2-carboxylate